6-(4-hydroxy-3,5-di-tert-butylphenylamino)-2,4-bis-(n-octylthio)-1,3,5-triazine OC1=C(C=C(C=C1C(C)(C)C)NC1=NC(=NC(=N1)SCCCCCCCC)SCCCCCCCC)C(C)(C)C